tert-butyl (3R)-3-{[(methylsulfanyl)methanethioyl]oxy}pyrrolidine-1-carboxylate CSC(=S)O[C@H]1CN(CC1)C(=O)OC(C)(C)C